[SiH3]O[Ag].[Ag] silver siloxysilver